Cl.CSC1CCCC12CCNCC2 (methylthio)-8-azaspiro[4.5]decane hydrochloride